6-[3-[2-[1-(trifluoromethyl)cyclopropyl]ethoxy]pyrazol-1-yl]pyridine-3-carboxylic acid FC(C1(CC1)CCOC1=NN(C=C1)C1=CC=C(C=N1)C(=O)O)(F)F